di-glycerol phosphate P(=O)(O)(O)O.OCC(O)CO.OCC(O)CO